3-(4-((2S,6R)-2,6-dimethylmorpholinyl)pyridin-2-yl)-N-(2,2,2-trifluoroethyl)-1H-pyrazolo[4,3-c]pyridine-4-amine C[C@H]1CN(C[C@H](O1)C)C1=CC(=NC=C1)C1=NNC2=C1C(=NC=C2)NCC(F)(F)F